2-amino-6-(N-ethyl-p-toluidinyl)fluorene NC1=CC=2CC3=CC=C(C=C3C2C=C1)N(C1=CC=C(C=C1)C)CC